C(C(=O)O)(=O)O.C1OCC12CNCCC2 2-oxa-6-azaspiro[3.5]nonane oxalate